ClC1=CC(=C(C=C1)NC(=O)C=1OC=CC1)C(=O)NC1=C(C=CC=C1)OCC N-(4-chloro-2-{[(2-ethoxyphenyl)amino]carbonyl}phenyl)-2-furamide